ClC1=NN(C2=NC(=NC=C21)Cl)CCCOC2=NN(C(=C2[N+](=O)[O-])C)C=2C(=NC(=CC2)C)OC 3,6-dichloro-1-(3-((1-(2-methoxy-6-methylpyridin-3-yl)-5-methyl-4-nitro-1H-pyrazol-3-yl)oxy)propyl)-1H-pyrazolo[3,4-d]pyrimidine